N-p-toluenesulfonyl-N-phenylphenylacrylamide CC1=CC=C(C=C1)S(=O)(=O)N(C(C(=C)C1=CC=CC=C1)=O)C1=CC=CC=C1